C1(CC1)C1=NC=C(C(=N1)O[C@H]1[C@@H](CCCC1)F)C(=O)N[C@@H](C)\C=C\S(=O)(=O)C 2-Cyclopropyl-4-(((1R,2R)-2-fluorocyclohexyl)oxy)-N-((S,E)-4-(methylsulfonyl)but-3-en-2-yl)pyrimidine-5-carboxamide